6-fluoro-N-methylpicolinamide bis-formate C(=O)O.C(=O)O.FC1=CC=CC(=N1)C(=O)NC